ClC1=NC(=C2N=CN(C2=N1)CC1=CC=C(C=C1)OC)OC 2-chloro-6-methoxy-9-(4-methoxybenzyl)-9H-purine